CN1CCN(CC1)C(=O)N[C@H](C(N[C@H](/C=C/S(=O)(=O)C1=CC=CC=C1)CCC1=CC=CC=C1)=O)CC1=CC=CC=C1 4-methyl-N-((S)-1-oxo-3-phenyl-1-(((S,E)-5-phenyl-1-(phenylsulfonyl)pent-1-en-3-yl)amino)propan-2-yl)piperazine-1-carboxamide